2-(2-fluoroethoxy)-4-fluoro-1,3,2-dioxaphospholane 2-oxide FCCOP1(OCC(O1)F)=O